2-(4-(2-(7,8-dimethyl-[1,2,4]triazolo[1,5-b]pyridazin-6-yl)-3-isopropyl-1H-indol-5-yl)piperidin-1-yl)-N,N-dimethylacetamide CC1=C(C=2N(N=C1C=1NC3=CC=C(C=C3C1C(C)C)C1CCN(CC1)CC(=O)N(C)C)N=CN2)C